Pentynoic anhydride C(C#CCC)(=O)OC(C#CCC)=O